(R)-1-(3-(1-aminoethyl)-2-fluorophenyl)-1,1-difluoro-2-methylpropan-2-ol N[C@H](C)C=1C(=C(C=CC1)C(C(C)(O)C)(F)F)F